The molecule is a taxane diterpenoid that is taxusin in which the hydrogen at the 7beta position is replaced by a hydroxy group. It has a role as a metabolite. It is a taxane diterpenoid, a carbotricyclic compound, an acetate ester and a secondary alcohol. CC1=C2[C@H]([C@@H]([C@]3([C@H](C[C@@H](C2(C)C)C[C@@H]1OC(=O)C)C(=C)[C@H](C[C@@H]3O)OC(=O)C)C)OC(=O)C)OC(=O)C